COC1=CC=C(C2=C1NC(=N2)NC(=O)C=2N=NN(C2)CCOC)N2CCOCC2 N-[7-methoxy-4-(morpholin-4-yl)-1H-1,3-benzodiazol-2-yl]-1-(2-methoxyethyl)-1H-1,2,3-triazole-4-carboxamide